Tert-butyl 6-[(2,6-dichloro-4-pyridyl)-hydroxy-methyl]bicyclo[3.1.0]-hexane-3-carboxylate ClC1=NC(=CC(=C1)C(C1C2CC(CC12)C(=O)OC(C)(C)C)O)Cl